1,3-Bis(glycidyloxypropyl)-1,1,3,3-tetramethyldisiloxane C(C1CO1)OCCC[Si](O[Si](C)(C)CCCOCC1CO1)(C)C